(7-(3-methoxyphenoxy)-2-methylbenzofuran-3-yl)-N-methyl-methylamine COC=1C=C(OC2=CC=CC=3C(=C(OC32)C)N(C)C)C=CC1